Cl.NC([C@H](C[C@H]1C(NCC1)=O)NC(=O)[C@@H]1[C@H]2C([C@H]2CN1C([C@@H](N)C(C)(C)C)=O)(C)C)=O (1R,2S,5S)-N-{(2S)-1-amino-1-oxo-3-[(3S)-2-oxopyrrolidin-3-yl]propan-2-yl}-6,6-dimethyl-3-(3-methyl-L-valyl)-3-azabicyclo[3.1.0]hexane-2-carboxamide, Hydrochloride Salt